ClC=1C=C(C=CC1)[C@@H]1[C@H](C1)C(=O)Cl |r| rac-(1S*,2S*)-2-(3-chlorophenyl)cyclopropane-1-carbonyl chloride